NC(OCC)=N Urethane imine